BrC=1C=C(C=C2C(=NC=NC12)C)C=1C=NC(=C(C1)F)OC 8-bromo-6-(5-fluoro-6-methoxypyridin-3-yl)-4-methylquinazoline